4-bromo-7-chlorobenzo[b]thiophene-2-carboxylic acid ethyl ester C(C)OC(=O)C1=CC2=C(S1)C(=CC=C2Br)Cl